5-[(2R)-2-ethyl-4-[6-methoxy-2-(trifluoromethyl)pyridine-3-carbonyl]piperazin-1-yl]-2'-methoxy-N-(1-methylazetidin-3-yl)-[2,3'-bipyridine]-6-carboxamide C(C)[C@H]1N(CCN(C1)C(=O)C=1C(=NC(=CC1)OC)C(F)(F)F)C=1C=CC(=NC1C(=O)NC1CN(C1)C)C=1C(=NC=CC1)OC